[Si](C)(C)(C(C)(C)C)O[C@@H]1[C@H](CCCC1)NCC=1N(C=CC1)C (1S,2S)-2-((tert-butyldimethylsilyl)oxy)-N-((1-methyl-1H-pyrrol-2-yl)methyl)cyclohexan-1-amine